BrC=1C=CC(=NC1)OCC(=O)OC(C)(C)C tert-Butyl 2-((5-bromopyridin-2-yl)oxy)acetate